(R)-tert-butyl (5-cyanoisochroman-1-yl)methyl(methyl)carbamate C(#N)C1=C2CCO[C@H](C2=CC=C1)CN(C(OC(C)(C)C)=O)C